sorbitol hemioleate C(CCCCCCC\C=C/CCCCCCCC)(=O)O.OC[C@H](O)[C@@H](O)[C@H](O)[C@H](O)CO.OC[C@H](O)[C@@H](O)[C@H](O)[C@H](O)CO